N1C=NC(=C1)C(=O)NCCOCCOCCN(C(CCCCCCCCC(=O)OCC(CCCCCC)CCCC)CCCCCCCCC(=O)OCC(CCCCCC)CCCC)CCCCCCCCC bis(2-butyloctyl) 10-[2-[2-[2-(1H-imidazole-4-carbonylamino)ethoxy]ethoxy]ethyl-nonyl-amino]nonadecanedioate